C(=C)[Sn](OC(C)(C)C)(OC(C)(C)C)OC(C)(C)C VINYLTRIS(T-BUTOXY)TIN